ClC1=C(C=CC=C1)C=1N=C(SC1)C1N(CCC(C1)N1CCOCC1)C(=O)N [4-(2-chlorophenyl)thiazol-2-yl]-4-morpholino-piperidine-1-carboxamide